benzyl-(triethyl)ammonium Methyl-(2R)-2-([1-(2-bromophenyl)-5-(3-cyclopropoxyphenyl)-1H-pyrazol-3-yl]methoxy)-2-methylbutanoate COC([C@](CC)(C)OCC1=NN(C(=C1)C1=CC(=CC=C1)OC1CC1)C1=C(C=CC=C1)Br)=O.C(C1=CC=CC=C1)[N+](CC)(CC)CC